N-((S)-(3-chloro-2,4-difluorophenyl)(trans-3-(trifluoromethyl)cyclobutyl)-methyl)-3-oxopiperazine-1-carboxamide ClC=1C(=C(C=CC1F)[C@@H](NC(=O)N1CC(NCC1)=O)[C@@H]1C[C@H](C1)C(F)(F)F)F